FC1(C2CN(CC12)C1=NC=C(C(=N1)C)C(=O)OCC)F ethyl 2-{6,6-difluoro-3-azabicyclo[3.1.0]hex-3-yl}-4-methylpyrimidine-5-carboxylate